3,6-dibromobenzothiophene BrC1=CSC2=C1C=CC(=C2)Br